FC(CC1=NSC(=N1)NC(=O)C1=C(OC(=C1)C1=CC(=CC=C1)OC)C(F)(F)F)(C)F N-(3-(2,2-difluoropropyl)-1,2,4-thiadiazol-5-yl)-5-(3-methoxyphenyl)-2-(trifluoromethyl)furan-3-carboxamide